ethyl 1-(4-bromophenyl)-1H-imidazole-4-carboxylate BrC1=CC=C(C=C1)N1C=NC(=C1)C(=O)OCC